OC(C(=O)N1[C@@H]2C[C@@H]2C[C@H]([C@H]1CC=1C(=C(C=CC1)C1=CC(=CC(=C1)F)F)F)NS(=O)(=O)C)(C)C N-((1R,3R,4R,6R)-2-(2-hydroxy-2-methylpropanoyl)-3-((2,3',5'-trifluoro-[1,1'-biphenyl]-3-yl)methyl)-2-azabicyclo[4.1.0]heptan-4-yl)methanesulfonamide